[N+](=O)([O-])CCC(=O)OCC1OC(C(C(C1OC(CC[N+](=O)[O-])=O)OC(CC[N+](=O)[O-])=O)OC(CC[N+](=O)[O-])=O)O [6-hydroxy-3,4,5-tris(3-nitropropanoyloxy)oxan-2-yl]methyl 3-nitropropanoate